1-(6-hydroxybenzo[d][1,3]dioxol-5-yl)-3-(hydroxymethyl)-N-isopropyl-6,7-dimethoxy-2-naphthoamide OC=1C(=CC2=C(OCO2)C1)C1=C(C(=CC2=CC(=C(C=C12)OC)OC)CO)C(=O)NC(C)C